ClC=1C=C(C=CC1)/C=C/C(=O)N1C(C=2NC3=CC=C(C=C3C2CC1)OC)C (2E)-3-(3-chlorophenyl)-1-{6-methoxy-1-methyl-1H,2H,3H,4H,9H-pyrido[3,4-b]indol-2-yl}prop-2-en-1-one